(2,2-difluoroethyl)-6-fluoro-N-(3-fluoro-5-(3-methoxy-3-methylbut-1-yn-1-yl)phenyl)-[1,2,4]triazolo[4,3-a]quinazolin-5-amine FC(CC1=NN=C2N1C1=CC=CC(=C1C(=N2)NC2=CC(=CC(=C2)C#CC(C)(C)OC)F)F)F